OC1=C(C(=CC(=C1C(CCCCCl)=O)O)O)C(CCCCCl)=O 1,1'-(2,4,6-trihydroxy-1,3-phenylene)bis(5-chloropentan-1-one)